tert-butyl 5-((1R,2R)-2-(hydroxymethyl) cyclopropyl)-2,2-dimethylvalerate OC[C@H]1[C@@H](C1)CCCC(C(=O)OC(C)(C)C)(C)C